(S,2R)-2-methyl-N'-((2,4,5,6-tetrahydro-1H-cyclobuta[f]inden-3-yl)carbamoyl)-2,3-dihydropyrazolo[5,1-b]oxazole-7-sulfonimidamide C[C@@H]1CN2C(O1)=C(C=N2)[S@](=O)(N)=NC(NC2=C1C(=CC=3CCCC23)CC1)=O